FC1=C(C2=C(C(=C(C(=C2C(=C1F)F)F)F)F)F)[B-](C1=C(C(=C(C2=C(C(=C(C(=C12)F)F)F)F)F)F)F)(C1=C(C(=C(C2=C(C(=C(C(=C12)F)F)F)F)F)F)F)C1=C(C(=C(C2=C(C(=C(C(=C12)F)F)F)F)F)F)F.C1(=CC=CC=C1)[PH+](C1=CC=CC=C1)C1=CC=CC=C1 Triphenylphosphonium tetrakis(perfluoronaphthyl)borate